O1COC2=C1C=CC(=C2)[C@@](C)([C@H](C#CCCCCCC)C)O (2R,3s)-2-(benzo[d][1,3]dioxol-5-yl)-3-methylundec-4-yn-2-ol